[IH2+].S(=O)(=O)([NH-])[NH-].[IH2+] sulfamide, iodonium salt